C(=O)(OC(C)(C)C)N(C(=NC(=O)OC(C)(C)C)N)CC1=NC2=C(C=CC=C2C=C1)NS(=O)(=O)C1=CC=C(C=C1)C(F)(F)F N-(2-(N,N'-Bis-Boc-Guanidinomethyl)quinolin-8-yl)-4-(trifluoromethyl)benzenesulfonamide